Cl.C(C)(C)(C)C(C(=O)O)(C(C)(C)C)N.B(O)(O)C=1C=C(C(=O)NCC(=O)O)C=C(C1)S(=O)(=O)C1=CC(=CC(=C1)S(F)(F)(F)(F)F)B(O)O (3-borono-5-((3-borono-5-(pentafluoro-λ6-sulfanyl)phenyl)sulfonyl)benzoyl)glycine Tert-butyl-(2S)-2-amino-3,3-dimethylbutanoate hydrochloride